Cyclopropyl-3-(difluoromethyl)-5-fluoro-N-(2-isopropyl-5-methylbenzyl)-1-methyl-1H-pyrazole-4-carboxamide C1(CC1)N(C(=O)C=1C(=NN(C1F)C)C(F)F)CC1=C(C=CC(=C1)C)C(C)C